Butanonaphthol C12=C(C(=CC3=CC=CC=C13)O)CCCC2